NC=1C2=C(N=C(N1)[2H])C=CC(=N2)C=2C=C(C=CC2C)C#C[C@]2(C(N(CC2)C)=O)O (R)-3-((3-(4-Aminopyrido[3,2-d]pyrimidin-6-yl-2-d)-4-methylphenyl)ethynyl)-3-hydroxy-1-methylpyrrolidin-2-one